2-((1r,2s)-1-(2-chloro-5-fluorophenyl)-1-(1,3-dimethyl-1H-pyrazol-4-yl)propan-2-yl)-5-hydroxy-N-(isoxazol-4-yl)-1-methyl-6-oxo-1,6-dihydropyrimidine-4-carboxamide ClC1=C(C=C(C=C1)F)[C@H]([C@H](C)C=1N(C(C(=C(N1)C(=O)NC=1C=NOC1)O)=O)C)C=1C(=NN(C1)C)C